C(#N)CNC(C1=CC=C(C=C1)C=1C2=C(N=C(N1)NC1=C(C=C(C=C1)CN1CCN(CC1)C)OC)NC=C2)=O N-(Cyanomethyl)-4-(2-((2-methoxy-4-((4-methylpiperazin-1-yl)methyl)phenyl)amino)-7H-pyrrolo[2,3-d]pyrimidin-4-yl)benzamide